C1(CC1)C1=CC2=C(N=CN=C2N[C@H]2[C@@H](COC3=CC=CC=C23)OCC(C#N)(C)C)N1COCC[Si](C)(C)C 3-[(3S,4R)-4-[[6-CYCLOPROPYL-7-(2-TRIMETHYLSILYLETHOXYMETHYL)PYRROLO[2,3-D]PYRIMIDIN-4-YL]AMINO]CHROMAN-3-YL]OXY-2,2-DIMETHYL-PROPANENITRILE